C1(CCCC1)OC1=CC=C2SC=3C=CC=CC3N3C2=C1C(CC3)N3C=NC=C3 4-cyclopentyloxy-3-imidazol-1-yl-2,3-dihydro-1H-pyrido[3,2,1-kl]phenothiazine